C1=CC=C(C(=C1)C(=O)[O-])NC=O The molecule is an amidobenzoate consisting of anthranilate carrying an N-formyl group. It has a role as a human metabolite. It derives from an anthranilate. It is a conjugate base of a N-formylanthranilic acid.